methyl 8-bromoquinoline-3-carboxylate BrC=1C=CC=C2C=C(C=NC12)C(=O)OC